FC(C=1N=CC=2N(C1)C(=CN2)C2=NC=CC(=N2)N2CC(CC2)C2=CC=NC=C2)F 6-(Difluoromethyl)-3-(4-(3-(pyridin-4-yl)pyrrolidin-1-yl)pyrimidin-2-yl)imidazo[1,2-a]pyrazine